N-((1s,3s)-3-(6-((4-(3-(4-(2-(2,6-dioxopiperidin-3-yl)-6-fluoro-1,3-dioxoisoindolin-5-yl)piperazin-1-yl)azetidin-1-yl)phenyl)amino)-9H-purin-9-yl)cyclobutyl)-2-phenylacetamide O=C1NC(CC[C@@H]1N1C(C2=CC(=C(C=C2C1=O)N1CCN(CC1)C1CN(C1)C1=CC=C(C=C1)NC1=C2N=CN(C2=NC=N1)C1CC(C1)NC(CC1=CC=CC=C1)=O)F)=O)=O